C(C)OOC(CC(C)(C(C)(C)C)C(C)(C)C)=O.BrC=1C=C(C=C(C1)NS(=O)(=O)C)C1=C(SC=C1C1=NC=CC=C1)C(=O)N (3-bromo-5-(methylsulfonylamino)phenyl)-4-(pyridin-2-yl)thiophene-2-carboxamide ethyl-3,3-di-tert-butylperoxybutyrate